5-((1R,4R)-2-oxa-5-azabicyclo[2.2.1]heptane-5-yl)-N-(3-(difluoromethyl)-1-(1-(2-(2,6-dioxopiperidin-3-yl)benzyl)piperidin-4-yl)-1H-pyrazol-4-yl)pyrazolo[1,5-a]pyrimidine-3-carboxamide [C@H]12OC[C@H](N(C1)C1=NC=3N(C=C1)N=CC3C(=O)NC=3C(=NN(C3)C3CCN(CC3)CC3=C(C=CC=C3)C3C(NC(CC3)=O)=O)C(F)F)C2